N-((1-(3-Aminopropyl)piperidin-3-yl)methyl)-2-(4-methoxyphenyl)quinolin-4-amine NCCCN1CC(CCC1)CNC1=CC(=NC2=CC=CC=C12)C1=CC=C(C=C1)OC